tert-Butyl N-[(3R,4R)-4-(methoxymethyl)pyrrolidin-3-yl]carbamate COC[C@H]1[C@H](CNC1)NC(OC(C)(C)C)=O